tert-butyl (5-(((3as,6as)-hexahydro-2,5-methanopentalen-3a(1H)-yl)amino)pentyl)carbamate C1C2CC3(CC(CC13)C2)NCCCCCNC(OC(C)(C)C)=O